rac-N-[(3S,4R)-7-methyl-6-oxo-4-({[(1s,4S)-4-(trifluoromethyl)cyclohexyl]oxy}methyl)-1,3,4,6-tetrahydro-2H-quinolizin-3-yl]methanesulfonamide CC=1C(N2[C@H]([C@H](CCC2=CC1)NS(=O)(=O)C)COC1CCC(CC1)C(F)(F)F)=O |r|